S1C=NC2=C1C=CC(=C2)C2N(CC(CC2)C)C(C(=O)NC=2C=C(C(=NC2)OC)C(=O)N)=O 5-[[2-[2-(1,3-benzothiazol-5-yl)-5-methyl-1-piperidyl]-2-oxo-acetyl]amino]-2-methoxy-pyridine-3-carboxamide